4-(3-Phenylpiperidin-1-yl)aniline C1(=CC=CC=C1)C1CN(CCC1)C1=CC=C(N)C=C1